1-(4-((6,7-dimethoxyquinolin-4-yl)oxy)phenyl)-3-(3-(4-methylpiperazin-1-yl)propyl)urea COC=1C=C2C(=CC=NC2=CC1OC)OC1=CC=C(C=C1)NC(=O)NCCCN1CCN(CC1)C